NC=1N=C(SC1C(C1=CC=CC=C1)=O)N(C1=C(C=C(C=C1)OC(F)(F)F)F)C(C(=O)N)C [N-(4-amino-5-benzoyl-thiazol-2-yl)-2-fluoro-4-(trifluoromethoxy)anilino]propanamide